O=C1NC(CCC1N1C(C2=CC=CC(=C2C1=O)NCCCOC1CCN(CC1)CCC(=O)N)=O)=O 3-(4-(3-((2-(2,6-dioxopiperidin-3-yl)-1,3-dioxoisoindolin-4-yl)amino)propoxy)piperidin-1-yl)propionamide